7-ethynyl-6-(2-methoxyethoxy)-2-methyl-quinazolin C(#C)C1=C(C=C2C=NC(=NC2=C1)C)OCCOC